di(p-nitrophenyl) phosphorazidate P(OC1=CC=C(C=C1)[N+](=O)[O-])(OC1=CC=C(C=C1)[N+](=O)[O-])(=O)N=[N+]=[N-]